Rac-4-[(2,4-dimethylphenoxy)methyl]-2,2-dimethyl-oxazolidine-3-carboxylic acid tert-butyl ester C(C)(C)(C)OC(=O)N1C(OC[C@H]1COC1=C(C=C(C=C1)C)C)(C)C |r|